N[C@@H]([C@@H](C)O)CC (2R,3R)-3-aminopentan-2-ol